potassium trifluorooctadecanoate FC(CCCCCCCCCCCCCCCCC(=O)[O-])(F)F.[K+]